O(O)C(C(=O)OCC(CC(C)O)C)(CCCCCC)CCCC 4-hydroxy-2-methylpentyl peroxyl-(2-butyloctanoate)